ClC1=C(C=C2C=C(N=CC2=C1)NC(=O)C1C2COC[C@H]12)N1CCN(CC1)[C@@]1(COC[C@@H]1O)C (1S)-N-(7-chloro-6-(4-((3R,4R)-4-hydroxy-3-methyltetrahydrofuran-3-yl)piperazin-1-yl)isoquinolin-3-yl)-3-oxabicyclo[3.1.0]hexane-6-carboxamide